2-(6-((1-(4-(Difluoromethyl)phenyl)-4-methyl-1H-1,2,3-triazol-5-yl)methoxy)pyridazine-3-yl)-2,6-diazaspiro[3.4]octane-7-one FC(C1=CC=C(C=C1)N1N=NC(=C1COC1=CC=C(N=N1)N1CC2(C1)CNC(C2)=O)C)F